OC1(CC(C1)C(=O)N1CC2(C1)CCC(CC2)OC2=NC=C(C=C2C)C(F)(F)F)C ((1s,3s)-3-Hydroxy-3-methylcyclobutyl)(7-((3-methyl-5-(trifluoromethyl)pyridin-2-yl)oxy)-2-azaspiro[3.5]nonan-2-yl)methanone